ClC=1C(=NC=CC1C=1C(=C(C=CC1)C1=CC=C(C(=N1)OC)CNC[C@@H](C)O)C(F)(F)F)C1=CC(=C(C=C1)CNC[C@@H](C)O)OC (R)-1-(((6-(3-(3-chloro-2-(4-((((R)-2-hydroxypropyl)amino)methyl)-3-methoxyphenyl)pyridin-4-yl)-2-(trifluoromethyl)phenyl)-2-methoxypyridin-3-yl)methyl)amino)propan-2-ol